C(C)(C)(C)OC(NCCCOC1=CC(=C(C=C1)[N+](=O)[O-])F)=O [3-(3-fluoro-4-nitrophenoxy)propyl]carbamic acid tert-butyl ester